gamma-glutamyl-L-cysteine N[C@@H](CCC(=O)N[C@@H](CS)C(=O)O)C(=O)O